C(C)(C)(C)C=1C=C(C=NC1)NC(=O)C1=CSC=2CN(CCC21)C(=O)OC(C)(C)C tert-butyl 3-[(5-tert-butyl-3-pyridyl)carbamoyl]-5,7-dihydro-4H-thieno[2,3-c]pyridine-6-carboxylate